ClC1=C(C=CC=C1NC(=S)OC1=CC=CC=C1)B(O)O [2-chloro-3-(phenoxycarbothioylamino)phenyl]boronic acid